4-chloro-N-(8,9-difluoro-6-oxo-1,4,5,6-tetrahydro-2H-pyrano[3,4-c]isoquinolin-1-yl)-N-methylbenzamide ClC1=CC=C(C(=O)N(C)C2COCC=3NC(C=4C=C(C(=CC4C32)F)F)=O)C=C1